(3S,4R)-3-ethyl-4-(3H-imidazo[1,2-a]pyrrolo[2,3-e]-pyrazin-8-yl)-N-(2,2,2-trifluoroethyl)pyrrolidine C(C)[C@@H]1CN(C[C@@H]1C1=CN=C2N1C1=C(N=C2)NC=C1)CC(F)(F)F